2-((1-propionyl-1,2,3,4-tetrahydroquinolin-6-yl)oxy)acetamide C(CC)(=O)N1CCCC2=CC(=CC=C12)OCC(=O)N